N-(6-(6-fluoropyridin-3-yl)-1-(5-(trifluoromethyl)pyridin-2-yl)-1H-pyrazolo[3,4-d]pyrimidin-4-yl)-5-nitrothiophene-2-carboxamide FC1=CC=C(C=N1)C1=NC(=C2C(=N1)N(N=C2)C2=NC=C(C=C2)C(F)(F)F)NC(=O)C=2SC(=CC2)[N+](=O)[O-]